1-(2,4-dimethylphenyl)-3-(methylthio)propan-2-amine CC1=C(C=CC(=C1)C)CC(CSC)N